FC1=C(C=CC=C1)N1N=CC=2C(C1=O)=C(N(C2C)C2=CC=CC=C2)C 2-(2-fluorophenyl)-5,7-dimethyl-6-phenyl-2,6-dihydro-1H-pyrrolo[3,4-d]pyridazin-1-one